1-((5-(2H-1,2,3-triazol-2-yl)pyridin-2-yl)methyl)-4-(3-fluorobicyclo[1.1.1]pentan-1-yl)-1,4-dihydropyrazine-2,3-dione N=1N(N=CC1)C=1C=CC(=NC1)CN1C(C(N(C=C1)C12CC(C1)(C2)F)=O)=O